ClC1=C2C3=C(N=C(N=C3C=C1C1=C3C=NNC3=CC=C1C)N1CC(C1)N(C)C)N1[C@H](CO2)CN(CC1)C(=O)OC(C)(C)C tert-butyl (8aS)-6-chloro-2-(3-(dimethylamino)azetidin-1-yl)-5-(5-methyl-1H-indazol-4-yl)-8a,9,11,12-tetrahydropyrazino[2',1':3,4][1,4]oxazepino[5,6,7-de]quinazoline-10(8H)-carboxylate